ClCC1=NC2=C(N1CC1(CC1)CC#N)C=C(C=C2OC)C(=O)OC methyl 2-(chloromethyl)-1-((1-(cyanomethyl) cyclopropyl) methyl)-4-methoxy-1H-benzo[D]imidazole-6-carboxylate